CNC(=S)NC1=C(C(=O)N)C=CC=C1 [(methylcarbamothioyl)amino]benzamide